(E)-3-(6-aminopyridin-3-yl)-N-((7-chloro-5-(4-fluoro-3-(morpholinosulfonyl)phenyl)benzofuran-2-yl)methyl)acrylamide NC1=CC=C(C=N1)/C=C/C(=O)NCC=1OC2=C(C1)C=C(C=C2Cl)C2=CC(=C(C=C2)F)S(=O)(=O)N2CCOCC2